1-(4-((4-(4-((3R,4S)-7-hydroxy-3-phenylchroman-4-yl)phenyl)piperazin-1-yl)methyl)phenyl)dihydropyrimidine-2,4(1H,3H)-dione OC1=CC=C2[C@@H]([C@@H](COC2=C1)C1=CC=CC=C1)C1=CC=C(C=C1)N1CCN(CC1)CC1=CC=C(C=C1)N1C(NC(CC1)=O)=O